P(O)(=O)(OP(=O)(O)OP(=O)(O)O)OC[C@@H]1[C@H](C[C@@H](O1)N1C(=O)N=C(N)C(=C1)C#CCCCCC#C)O 5-(oct-1,7-diynyl)-2'-deoxycytidine 5'-triphosphate